(2r,4s)-1-tert-butyl 2-methyl-4-fluoropyrrolidine-1,2-dicarboxylate C[C@]1(N(C[C@H](C1)F)C(=O)OC(C)(C)C)C(=O)[O-]